4-(3,6-dimethyl-9H-carbazol-9-yl)butylphosphonic acid CC=1C=CC=2N(C3=CC=C(C=C3C2C1)C)CCCCP(O)(O)=O